FC=1C=CC(=C(C(=O)NCC2=CC=C(C=C2)C2=NN(C=C2C(=O)N)[C@H](C(F)(F)F)C)C1)OC 3-[4-[[(5-fluoro-2-methoxybenzoyl)amino]methyl]phenyl]-1-[(2S)-1,1,1-trifluoropropan-2-yl]pyrazole-4-carboxamide